FC=1C=CC=2N(C1)C=C(N2)CNC(=O)C=2N=C1N(C(C2)=O)C=CC=C1 N-({6-fluoroimidazo[1,2-a]pyridin-2-yl}methyl)-4-oxo-4H-pyrido[1,2-a]pyrimidine-2-carboxamide